FC(C=1C(=C(C=CC1)[C@@H](C)\N=C/1\C2=C(N(C(=N1)C)C)C=NC(=C2)C#CCN)F)F (R,Z)-3-(4-((1-(3-(difluoromethyl)-2-fluorophenyl)ethyl)imino)-1,2-dimethyl-1,4-dihydropyrido[3,4-d]pyrimidin-6-yl)prop-2-yn-1-amine